O=C1C(C2(CCCN(C2)C(=O)OC(C)(C)C)CCC1)C(=O)OC 2-(tert-butyl) 7-methyl 8-oxo-2-azaspiro[5.5]undecane-2,7-dicarboxylate